3-[2,6-difluoro-3-[[3-fluoropropyl(methyl)sulfamoyl]amino]benzoyl]-5-(2-isopropylpyrimidin-5-yl)-1H-pyrrolo[2,3-b]pyridine FC1=C(C(=O)C2=CNC3=NC=C(C=C32)C=3C=NC(=NC3)C(C)C)C(=CC=C1NS(N(C)CCCF)(=O)=O)F